S1C(=NC=C1)C(C)=O 1-(thiazol-2-yl)ethanone